4-[3-[2,6-Dichloro-4-(2-oxo-1,3-oxazolidin-3-yl)benzoyl]-2,4-dihydro-1,3-benzoxazin-8-yl]-5-fluoro-2-morpholin-4-ylbenzoic acid ClC1=C(C(=O)N2COC3=C(C2)C=CC=C3C3=CC(=C(C(=O)O)C=C3F)N3CCOCC3)C(=CC(=C1)N1C(OCC1)=O)Cl